ClC1=C(C(=O)NC2=C3C=NN(C3=CC=C2)CCC2=CC=CC=C2)C=C(C=C1)CNC(C(C)(C)C)=O 2-chloro-5-{[(2,2-dimethylpropionyl)amino]methyl}-N-[1-(2-phenylethyl)-1H-indazol-4-yl]benzamide